(S)-(4-(3-amino-1-(isoquinolin-6-ylamino)-1-oxopropan-2-yl-3,3-d2) phenyl)methyl-d2 2,4-dimethylbenzoate dihydrochloride Cl.Cl.CC1=C(C(=O)OC([2H])([2H])C2=CC=C(C=C2)[C@H](C(=O)NC=2C=C3C=CN=CC3=CC2)C([2H])([2H])N)C=CC(=C1)C